4-propyl-3-((pyrimidin-5-ylamino)methyl)benzoic acid C(CC)C1=C(C=C(C(=O)O)C=C1)CNC=1C=NC=NC1